lauric isocyanate C(CCCCCCCCCCC)(=O)N=C=O